3,8-diazabicyclo-[3.2.1]octane-6-carbonitrile C12CNCC(C(C1)C#N)N2